FC1=C(CC2=NC3=C(N2[C@@H]2COCC2(C)C)C=C(C=C3)C(=O)O)C=C(C(=C1)C1=NC(=CC=C1)OCC1=C(C=C(C=C1)F)C)F (S)-2-(2,5-difluoro-4-(6-((4-fluoro-2-methylbenzyl)oxy)pyridin-2-yl)benzyl)-1-(4,4-dimethyltetrahydrofuran-3-yl)-1H-benzo[d]imidazole-6-carboxylic acid